F[C@H](C(=O)O)CC1=C(C=CC=C1F)F (αS)-α,2,6-trifluoro-benzenepropanoic acid